ClC=1C2=C(N(C(C1)=O)C)C(N(C2C2=C(C=CC(=C2)F)Cl)CC2=CC=C(C=C2)OC)=O 4-chloro-5-(2-chloro-5-fluorophenyl)-6-(4-methoxybenzyl)-1-methyl-5,6-dihydro-1H-pyrrolo[3,4-b]pyridine-2,7-dione